FC1(CC(C1)NC(=O)C=1C=NN2C1C=C(C=C2)C2=CNC=1N=C(N=CC12)NCC1(CC1)C(F)(F)F)F N-(3,3-difluorocyclobutyl)-5-(2-(((1-(trifluoromethyl)cyclopropyl)methyl)amino)-7H-pyrrolo[2,3-d]pyrimidin-5-yl)pyrazolo[1,5-a]pyridine-3-carboxamide